CC1(CCC(C2=CC=CC=C12)N)C 4,4-dimethyl-1,2,3,4-tetrahydronaphthalen-1-amine